C1NCC2=C(C=CC=C12)N1CC2N(CCN(C2)C2=C3C=CC=NC3=C(C=C2)C#N)CC1 5-(8-isoindolin-4-yl-3,4,6,7,9,9a-hexahydro-1H-pyrazino[1,2-a]pyrazin-2-yl)quinoline-8-carbonitrile